tert-butyl (3R,4R)-3-amino-4-hydroxy-piperidine-1-carboxylate N[C@@H]1CN(CC[C@H]1O)C(=O)OC(C)(C)C